1-chloro-7-neopentylnaphtho[2',3':4,5]thieno[2,3-c]pyridine ClC1=NC=CC2=C1SC1=C2C=C2C=C(C=CC2=C1)CC(C)(C)C